1-(2-(5-benzyl-4-methylisoxazol-3-yl)-2-oxoethyl)-5-ethynylpyridin-2(1H)-one C(C1=CC=CC=C1)C1=C(C(=NO1)C(CN1C(C=CC(=C1)C#C)=O)=O)C